C(\C=C/CCCCC)(=O)O cis-octenoic acid